N-((4-(3-bromophenyl)pyridin-2-yl)methyl)-4-methyl-3-(methylsulfonyl)benzamide BrC=1C=C(C=CC1)C1=CC(=NC=C1)CNC(C1=CC(=C(C=C1)C)S(=O)(=O)C)=O